2-(4-fluorophenyl)-5-[(5-iodo-2-methylphenyl)methyl]Thiophene methyl-4-((5-(p-toluenesulfonyloxy)pentyl)oxy)benzoate COC(C1=CC=C(C=C1)OCCCCCOS(=O)(=O)C1=CC=C(C)C=C1)=O.FC1=CC=C(C=C1)C=1SC(=CC1)CC1=C(C=CC(=C1)I)C